2-(4-methylphenyl)-5-(trifluoromethyl)-1,3,4-oxadiazole CC1=CC=C(C=C1)C=1OC(=NN1)C(F)(F)F